C(C)(C)(C)C1=CC=C(C=C1)N(C(=O)[C@@H]1NC[C@@H](C1)OC)C(C(=O)NC1CCCCC1)(C)C=1C=NC=CC1 (2R,4R)-N-(4-(tert-butyl)phenyl)-N-(1-(cyclohexylamino)-1-oxo-2-(pyridin-3-yl)propan-2-yl)-4-methoxypyrrolidine-2-carboxamide